octyl 3-[3-t-butyl-5-(5-chloro-2H-benzotriazol-2-yl)-4-hydroxyphenyl]propionate C(C)(C)(C)C=1C=C(C=C(C1O)N1N=C2C(=N1)C=CC(=C2)Cl)CCC(=O)OCCCCCCCC